2-[(3S)-3-{[5-(2,6-dimethoxyphenyl)-1-(4-fluorophenyl)-1H-pyrazol-3-yl]formamido}-5-methylhexanamido]acetic acid COC1=C(C(=CC=C1)OC)C1=CC(=NN1C1=CC=C(C=C1)F)C(=O)N[C@H](CC(=O)NCC(=O)O)CC(C)C